7-methoxy-5,6-dimethyl-2,3,4,6-tetrahydro-1H-pyrido[4,3-b]carbazole COC1=CC=CC=2C=3C=C4C(=C(C3N(C12)C)C)CCNC4